4-{2-[(1,1-dioxidotetrahydro-2H-thiopyran-4-yl)oxy]-5-(ethylsulfonyl)phenyl}-6-methyl-1,6-dihydro-7H-pyrrolo[2,3-c]pyridin-7-one O=S1(CCC(CC1)OC1=C(C=C(C=C1)S(=O)(=O)CC)C=1C2=C(C(N(C1)C)=O)NC=C2)=O